OC1(CC(C1)C(=O)N1CC2(C1)C[C@@H](CC2)C2=CC(=CC(=C2)C(F)(F)F)C)C |r| (rac)-((1s,3s)-3-hydroxy-3-methylcyclobutyl)(6-(3-methyl-5-(trifluoromethyl)phenyl)-2-azaspiro[3.4]oct-2-yl)methanone